ClC=1N=C(C2=C(N1)C(=C(S2)C[C@H](C)NC(OC(C)(C)C)=O)C)S(=O)(=O)C tert-butyl N-[(1S)-2-(2-chloro-7-methyl-4-methylsulfonyl-thieno[3,2-d]pyrimidin-6-yl)-1-methyl-ethyl]carbamate